4-[(1R,2S)-6-t-butoxy-2-phenyl-tetralin-1-yl]phenol C(C)(C)(C)OC=1C=C2CC[C@@H]([C@@H](C2=CC1)C1=CC=C(C=C1)O)C1=CC=CC=C1